C(C)(C)(C)OC(=O)C1=CC=NN1CCCCBr 1-(4-bromobutyl)-1H-pyrazole-5-carboxylic acid tert-butyl ester